Kalium ammonium nitrat [N+](=O)([O-])[O-].[NH4+].[K]